3-chloro-5-(2,4-dioxotetrahydropyrimidin-1(2H)-yl)-4-methylbenzoic acid ClC=1C=C(C(=O)O)C=C(C1C)N1C(NC(CC1)=O)=O